CC1=CC(=C(N=N1)OC1=CC(=CC=C1)C(F)(F)F)C#N 6-methyl-3-[3-(trifluoromethyl)phenoxy]pyridazine-4-carbonitrile